CN1N=C(C(=C1)C1=NN=C(O1)C(=O)N1[C@@H](C2=C(CC1)NC=N2)C2=NN1C(C(=CC=C1)C)=C2)C (S)-(5-(1,3-dimethyl-1H-pyrazol-4-yl)-1,3,4-oxadiazol-2-yl)(4-(4-methylpyrazolo[1,5-a]pyridin-2-yl)-6,7-dihydro-1H-imidazo[4,5-c]pyridin-5(4H)-yl)methanone